C(C)C=1C(=CC=C2C=C(C=C(C12)C1=C(C=2N=C(N=C(C2C(=N1)OC)N1CCOC[C@](C1)(O)C)S(=O)C)F)OCOC)F (6S)-4-(7-(8-ethyl-7-fluoro-3-(methoxymethoxy)naphthalen-1-yl)-8-fluoro-5-methoxy-2-(methylsulfinyl)pyrido[4,3-d]pyrimidin-4-yl)-6-methyl-1,4-oxazepane-6-ol